(S)-3-(o-tolyl)-2,3,4,5-tetrahydrobenzo[f][1,4]oxazepine-8-carboxylic acid methyl ester COC(=O)C1=CC2=C(CN[C@H](CO2)C2=C(C=CC=C2)C)C=C1